N-(3,5-Difluoro-2-methoxy-4-(4-methylpiperazin-1-yl)phenyl)-7-((tetrahydro-2H-pyran-4-yl)methyl)-7H-pyrrolo[2,3-d]pyrimidin-2-amine FC=1C(=C(C=C(C1N1CCN(CC1)C)F)NC=1N=CC2=C(N1)N(C=C2)CC2CCOCC2)OC